NC1CCC(CC1)NC(CC)=O N-(4-aminocyclohexyl)propionamide